C1(=CC=C(C=C1)CN1C(=NC=2N(C(N(C(C12)=O)C)=O)C)N)C1=CC=CC=C1 7-([1,1'-Biphenyl]-4-ylmethyl)-8-amino-1,3-dimethyl-3,7-dihydro-1H-purine-2,6-dione